bromotriethylene glycol tert-butyl-acetate C(C)(C)(C)CC(=O)O.BrC(COCCOCCO)O